OC1=C(C=CC(=C1)O)C(CCC(=O)N[C@@H](C)C(=O)O)C N-[4-(2,4-dihydroxyphenyl)pentanoyl]-L-alanine